COC1=CC=C(C=C1)C1(OC(C=2C(=C3C4C(C(OC3=CC2CCCCC)(C)C)CCC(=C4)C)O1)=O)CC(C)=O 2-(4-Methoxyphenyl)-8,8,11-trimethyl-2-(2-oxopropyl)-5-pentyl-8a,9,10,12a-tetrahydro-4H,8H-benzo[c][1,3]dioxino[4,5-f]chromen-4-on